2-(6-{3-Azabicyclo[3.1.0]hex-3-yl}-2-ethylpyridin-3-yl)acetaldehyde C12CN(CC2C1)C1=CC=C(C(=N1)CC)CC=O